(S)-2-(4-(methylsulfonyl)piperazine-1-Yl)propionic acid methyl ester COC([C@H](C)N1CCN(CC1)S(=O)(=O)C)=O